N[C@H]1CC=CC[C@@H]1C1=C(C2=NC(=CC(=C2S1)NCC=1SC=CC1)Cl)C=C 2-((1s,6s)-6-aminocyclohex-3-en-1-yl)-5-chloro-N-(thiophen-2-ylmethyl)-3-vinylthieno[3,2-b]pyridin-7-amine